O=C1NC(CCC1NC1=CC(=C(C=C1F)N1CCN(CC1)C(=O)OCCCC)F)=O butyl 4-(4-((2,6-dioxopiperidin-3-yl)amino)-2,5-difluorophenyl)piperazine-1-carboxylate